(tritolylphosphine) palladium [Pd].C1(=C(C=CC=C1)P(C1=C(C=CC=C1)C)C1=C(C=CC=C1)C)C